CN(C(=O)C1CCOCC1)C=1C=C(C=CC1)C1=CN=C2N1C=C(C=C2)NC(OCC(C)(C)C)=O tert-butylmethyl (3-(3-(N-methyltetrahydro-2H-Pyran-4-carboxamido)phenyl)imidazo[1,2-a]pyridin-6-yl)carbamate